N-[1-(2,4-dichlorophenyl)-3-methyl-1H-pyrazol-5-yl]acetamide ClC1=C(C=CC(=C1)Cl)N1N=C(C=C1NC(C)=O)C